C(C)C1=C2C(=CC(=CC2=CC=C1F)O)C1=C(C=2N=C(N=C(C2C(=N1)OC)N1CC(C1)CO)OC[C@]12CCCN2C[C@@H](C1)F)F 5-ethyl-6-fluoro-4-(8-fluoro-2-(((2R,7aS)-2-fluorotetrahydro-1H-pyrrolizin-7a(5H)-yl)methoxy)-4-(3-(hydroxymethyl)azetidin-1-yl)-5-methoxypyrido[4,3-d]pyrimidin-7-yl)naphth-2-ol